C12C(CC(CC1)C2)C=2C=C(C=C(C2)C)C2=NC=CC1=CC(=CC=C21)C2CCCC2 1-(3-(bicyclo[2.2.1]hept-2-yl)-5-methylphenyl)-6-cyclopentylisoquinoline